ClC1=CC(=C(C=C1Cl)C(NS(=O)C(C)(C)C)[C@H]1CNCCC1)OCC=C N-[[4,5-dichloro-2-(prop-2-en-1-yloxy)phenyl][(3R)-piperidin-3-yl]methyl]-2-methylpropane-2-sulfinamide